C(C)(=S)OC1=CC=C(C=C1)C#CC1=CC=C(C=C1)C#CC1=CC=C(C=C1)OC(C)=S S'-[1,4-phenylene bis(2,1-ethyndiyl-4,1-phenylene)] bis(thioacetate)